1-Amino-5-bromonaphthalene NC1=CC=CC2=C(C=CC=C12)Br